IC=1SC(=C2C1OCCO2)I 2,5-diiodo-3,4-ethylenedioxythiophene